C(C)(C)(C)OC(=O)N1CC2(C1)CC(C2)OC=2C=C1C(=NC=NC1=CC2OC)Cl.O=C2C1=C(C=NN2CC(=O)N[C@@H](CC)C2=CC=CC=C2)SC=C1 (S)-2-(4-oxothieno[2,3-d]pyridazin-5(4H)yl)-N-(1-phenylpropyl)acetamide tert-butyl-6-((4-chloro-7-methoxyquinazolin-6-yl)oxy)-2-azaspiro[3.3]heptane-2-carboxylate